ClC1=CC=2C(C3=CC=CC=C3SC2C(=C1)Cl)=O 2,4-dichloroThioxanthone